C(C)(C)(C)OC(N(C12C(=NNC1=O)CSC2)O)=O hydroxy-N-{3-oxo-2H,3H,3aH,4H,6H-thieno[3,4-c]pyrazol-3a-yl}carbamic acid tert-butyl ester